(5''-bromodispiro[cyclopropane-1,1'-cyclohexane-4',3''-indolin]-1''-yl)(3-(pyrrolidin-1-ylsulfonyl)phenyl)methanone BrC=1C=C2C3(CN(C2=CC1)C(=O)C1=CC(=CC=C1)S(=O)(=O)N1CCCC1)CCC1(CC3)CC1